C(C1=CC=CC=C1)[C@@H](NC(OC(C)(C)C)=O)C(N[C@@H](C(N[C@@H](C(=O)OC)CC(C)C)=O)CC1=CC=CC=C1)=O (6R,9R,12R)-methyl 6,9-dibenzyl-12-isobutyl-2,2-dimethyl-4,7,10-trioxo-3-oxa-5,8,11-triazatridecan-13-oate